6-methoxypyrimidine-5-carboxamide COC1=C(C=NC=N1)C(=O)N